3-bromo-9-cyano-6,6-dimethyl-11-oxo-6,11-dihydro-5H-benzo[b]carbazol-8-yl triflate O(S(=O)(=O)C(F)(F)F)C=1C(=CC2=C(C(C=3NC4=CC(=CC=C4C3C2=O)Br)(C)C)C1)C#N